3-cyano-5-[(3R,5S)-3,5-dimethylpiperazin-1-yl]-N-(7-fluoro-2-methyl-indazol-5-yl)-1,6-naphthyridine-8-carboxamide C(#N)C=1C=NC2=C(C=NC(=C2C1)N1C[C@H](N[C@H](C1)C)C)C(=O)NC1=CC2=CN(N=C2C(=C1)F)C